C(C1=CC=CC=C1)N(C1=NC(=NN2C=CN=C12)N1C(=CC=2C(=CC=CC12)C#N)C)CC1=CC=C(C=C1)OC 1-(7-{(benzyl)[(p-methoxyphenyl)methyl]amino}-1,3a,4,6-tetraaza-5-indenyl)-2-methyl-4-indolecarbonitrile